C1(CCC1)N(C1=C(C(=NC=N1)NC[C@@H]1[C@H](CN(CC1)CC(=O)N)O)F)CC=1C=NC(=NC1)C(F)(F)F ((3R,4R)-4-(((6-(cyclobutyl((2-(trifluoromethyl)pyrimidin-5-yl)methyl)amino)-5-fluoropyrimidin-4-yl)amino)methyl)-3-hydroxypiperidin-1-yl)acetamide